methyl (1r,4R)-6'-acetyl-4-(3-chloroanilino)-2'-{(2R)-3-[(4-methoxyphenyl)methoxy]-2-methylpropyl}spiro[cyclohexane-1,1'-indene]-4-carboxylate C(C)(=O)C1=CC=C2C=C(C3(C2=C1)CCC(CC3)(C(=O)OC)NC3=CC(=CC=C3)Cl)C[C@H](COCC3=CC=C(C=C3)OC)C